1-(5-fluoropyridin-3-yl)-1H-indol-5-amine FC=1C=C(C=NC1)N1C=CC2=CC(=CC=C12)N